2-(1-((5-nitro-1-p-toluenesulfonyl-1H-pyrrolo[2,3-b]pyridine-4-yl)amino)piperidine-4-yl)ethyl methanesulfonate CS(=O)(=O)OCCC1CCN(CC1)NC1=C2C(=NC=C1[N+](=O)[O-])N(C=C2)S(=O)(=O)C2=CC=C(C)C=C2